N[C@H](CC(=O)OC(C)(C)C)CCC1CCCCC1 Tert-butyl (S)-3-amino-5-cyclohexylpentanoate